triisostearyl trilinoleate C(CCCCCCC\C=C/C\C=C/CCCCC)(=O)OCCCCCCCCCCCCCCCC(C)C.C(CCCCCCC\C=C/C\C=C/CCCCC)(=O)OCCCCCCCCCCCCCCCC(C)C.C(CCCCCCC\C=C/C\C=C/CCCCC)(=O)OCCCCCCCCCCCCCCCC(C)C